7-chloro-1-phenyldibenzo[b,d]furan ClC1=CC2=C(C3=C(O2)C=CC=C3C3=CC=CC=C3)C=C1